FC(C=1C=NC(=NC1)C=1C=C2C=CN(C(C2=C(C1F)F)=O)CCC[C@H](C)NC=1C=NNC(C1C(F)(F)F)=O)F 6-[5-(difluoromethyl)pyrimidin-2-yl]-7,8-difluoro-2-[(4S)-4-[[6-oxo-5-(trifluoromethyl)-1H-pyridazin-4-yl]amino]pentyl]isoquinolin-1-one